tert-butyl ((benzyloxy) carbonyl)-L-alanyl-L-alanyl-L-alanyl-L-alaninate C(C1=CC=CC=C1)OC(=O)N[C@@H](C)C(=O)N[C@@H](C)C(=O)N[C@@H](C)C(=O)N[C@@H](C)C(=O)OC(C)(C)C